4-hydroxy-7-methoxy-3-(2,2,2-trifluoroethan-1-on-1-yl)-2H-chromen OC1=C(COC2=CC(=CC=C12)OC)C(C(F)(F)F)=O